Cl.N1(N=CC=C1)C1CCN(CC1)C1=C(C=C2C(C(=CN3C2=C1OC[C@@H]3C)C(=O)O)=O)F (S)-10-(4-(1H-pyrazol-1-yl)piperidin-1-yl)-9-fluoro-3-methyl-7-oxo-2,3-dihydro-7H-[1,4]oxazino[2,3,4-ij]quinoline-6-carboxylic acid hydrochloride